C(#N)C1=NC=CC(=N1)C1(CCCCC1)NC(OCC1=CC=C(C=C1)Br)=O 4-bromobenzyl (1-(2-cyanopyrimidin-4-yl)cyclohexyl)carbamate